C(C)OP(=O)(C)CC1=CC=C(C=C1)C#N.NC1=CC=C(OC2=CC3=CC4=CC=CC=C4C(=C3C=C2)OC2=CC=C(C=C2)N)C=C1 2,10-bis(4-aminophenoxy)anthracene ethyl-(4-cyanobenzyl)(methyl)phosphinate